tert-Butyl 4-(4-bromo-5-methyl-triazol-1-yl)-4-methyl-piperidine-1-carboxylate BrC=1N=NN(C1C)C1(CCN(CC1)C(=O)OC(C)(C)C)C